C(=CC1=CC=CC=C1)C1OCCO1 2-styryl-1,3-dioxolane